O1C(CCCC1)OC1C(C1)N 2-((tetrahydro-2H-pyran-2-yl)oxy)cyclopropylamine